The molecule is a piperidine alkaloid that is piperidine substituted by a 1-acetyl-1,4,5,6-tetrahydropyridin-3-yl group at position 2 (the 2R-stereoisomer). It has a role as a plant metabolite and a teratogenic agent. It is a piperidine alkaloid, a N-acylpiperidine and a member of acetamides. CC(=O)N1CCCC(=C1)[C@H]2CCCCN2